C(CCCCCCCC)OC1=C(C(=C(C(=C1CCCCCCCCC)CCCCCCCCC)CCCCCCCCC)CCCCCCCCC)CCCCCCCCC hexanonylphenol